CC(CNC(C=CC=CCCCCCCC)=O)C N-(2-methylpropyl)-dodeca-2,4-dienamide